1-(1Z-octadecenyl)-2-(9Z-octadecenoyl)-glycero-3-phosphoserine CCCCCCCCCCCCCCCC/C=C\OC[C@H](COP(=O)(O)OC[C@@H](C(=O)O)N)OC(=O)CCCCCCC/C=C\CCCCCCCC